5-hydroxy-2-(4-methoxy-2-(methoxymethyl-d2)phenyl)benzofuran-3-carboxylic acid OC=1C=CC2=C(C(=C(O2)C2=C(C=C(C=C2)OC)C([2H])([2H])OC)C(=O)O)C1